O=C1NC2=CC=CC=C2C12C1(NC(C2)C(=O)N)CCCCC1 2''-oxo-dispiro[cyclohexane-1,2'-pyrrolidine-3',3''-indoline]-5'-carboxamide